C(C1C(C(=O)O)CCCC1)(=O)OCCCOC(C=C)=O acryloyloxypropyl hydrogen hexahydrophthalate